2-(4-phenylphenyl)-1,1-difluoroethylene C1(=CC=CC=C1)C1=CC=C(C=C1)C=C(F)F